N-(2-ethyl)3-aminopropyl-methyl-dimethoxysilane CCNCCC[Si](OC)(OC)C